FC=1C=C(C=NC1)CN1N=C(C=CC1=O)C=1C=NC(=NC1)OCC(C)([2H])C 2-[(5-fluoropyridin-3-yl)methyl]-6-[2-[2-methyl(2-2H)propoxy]pyrimidin-5-yl]pyridazine-3-one